NC=1SC=2C(=NC=C(N2)C2CC3(CC(C3)C#N)C2)N1 6-(2-aminothiazolo[4,5-b]pyrazin-6-yl)spiro[3.3]heptane-2-carbonitrile